COC(=O)C1=CC=NC2=CC=C(C=C12)N1CC2(C1)OCCO2.NC=2C(=[O+]C1=CC=CC=C1C2)C2=CC=CC=C2 aminoflavylium methyl-6-(5,8-dioxa-2-azaspiro[3.4]octan-2-yl)quinoline-4-carboxylate